4-((4-((3,4-dichloro-2-fluorophenyl)amino)-7-methoxyquinazolin-6-yl)oxy)piperidine-1-carboxylic acid tert-butyl ester C(C)(C)(C)OC(=O)N1CCC(CC1)OC=1C=C2C(=NC=NC2=CC1OC)NC1=C(C(=C(C=C1)Cl)Cl)F